COC1=CC(=CC2=C1OCO2)CC=C Myristicine